ClC1=CC=2C=3C=CC(=CC3N(C(N(C2N=C1)CC)=O)C1=C(C=C(C=C1F)N1CCNCC1)F)C#N 4-chloro-10-[2,6-difluoro-4-(piperazin-1-yl)phenyl]-8-ethyl-9-oxo-6,8,10-triazatricyclo[9.4.0.02,7]pentadeca-1(11),2(7),3,5,12,14-hexaene-13-carbonitrile